4-chloro-2-[6-(methoxymethoxy)-2,7-dimethylindazol-5-yl]-6-{5-methyl-4,7-diazaspiro[2.5]octan-7-yl}-1,8-naphthyridine ClC1=CC(=NC2=NC=C(C=C12)N1CC(NC2(CC2)C1)C)C1=CC2=CN(N=C2C(=C1OCOC)C)C